FC=1C(=C(C=CC1)C=1C=C2C(=NN1)NC[C@@]1(N2C[C@@H](C1)OC1=NC=C(C=O)C(=C1)C)C)O 6-(((6aR,8R)-2-(3-fluoro-2-hydroxyphenyl)-6a-methyl-5,6,6a,7,8,9-hexahydropyrrolo[1',2':4,5]pyrazino[2,3-c]pyridazin-8-yl)oxy)-4-methylnicotinaldehyde